((7R)-7-amino-2-azabicyclo[2.2.1]hept-2-yl)(2-(1-(cyclopropylmethyl)-6-(4-methoxypiperidin-1-yl)-1H-indol-2-yl)-3-methylbenzofuran-6-yl)methanone bisdodecyl-dithiodipropionate C(CCCCCCCCCCC)OC(CCSSCCC(=O)OCCCCCCCCCCCC)=O.N[C@H]1C2N(CC1CC2)C(=O)C2=CC1=C(C(=C(O1)C=1N(C3=CC(=CC=C3C1)N1CCC(CC1)OC)CC1CC1)C)C=C2